3-chloro-2-(3-chloropropoxy)-5-(2-(4-((2-(methylthio)pyrimidin-4-yl)methoxy)phenyl)propan-2-yl)benzonitrile ClC=1C(=C(C#N)C=C(C1)C(C)(C)C1=CC=C(C=C1)OCC1=NC(=NC=C1)SC)OCCCCl